3-methyl-5-(4-phenoxy-cyclohexyl)-4H-[1,2,4]triazole CC1=NN=C(N1)C1CCC(CC1)OC1=CC=CC=C1